C(C1=CC=CC=C1)N1CC(C(CC1)=O)C1=C(C=CC=C1)C(C)C 1-Benzyl-3-(2-isopropylphenyl)piperidin-4-one